ethylhexyl-phosphinic acid aluminium [Al].C(C)P(O)(=O)CCCCCC